(4-amino-2-((1-methyl-1H-pyrazol-3-yl)methyl)-2H-[1,2,3]triazolo[4,5-c]pyridin-6-yl)benzonitrile NC1=NC(=CC=2C1=NN(N2)CC2=NN(C=C2)C)C2=C(C#N)C=CC=C2